COC1=CC=C(C=C1)C=1NC(=NN1)SCC(=O)C1=CC=CC=C1 2-((5-(4-methoxyphenyl)-4H-1,2,4-triazol-3-yl)thio)-1-phenylethan-1-one